[3-[(2-chloro-4-fluoro-phenyl)methoxy]azetidin-1-yl]-[6-(5-cyclopropyl-4H-1,2,4-triazol-3-yl)-2-azaspiro[3.3]heptan-2-yl]methanone ClC1=C(C=CC(=C1)F)COC1CN(C1)C(=O)N1CC2(C1)CC(C2)C2=NN=C(N2)C2CC2